OCC1=C(N=C(O1)NC1=NC(=C2C=CC=NC2=C1)NC1CC2CCC(C1)N2CCC#N)SC 3-((3-exo)-3-((7-((5-(hydroxymethyl)-4-methylthiooxazol-2-yl)amino)-1,6-naphthyridin-5-yl)amino)-8-azabicyclo[3.2.1]octan-8-yl)propionitrile